C(CCC)C1=NN(C=C1O)CC(C)C butyl-1-isobutyl-4-hydroxy-pyrazol